methyl 4-(1-(O-(cyclohexylmethyl)-N-(2-(thiazole-5-carbonyl)-8-oxa-2-azaspiro[4.5]decane-4-carbonyl)-L-threonyl)piperidin-4-yl)benzoate C1(CCCCC1)CO[C@@H]([C@H](NC(=O)C1CN(CC12CCOCC2)C(=O)C2=CN=CS2)C(=O)N2CCC(CC2)C2=CC=C(C(=O)OC)C=C2)C